(3R,5aS,6R,8aS,9R,10R,12R,12aR)-3,6,9-trimethyl-N-(pyridin-2-yl)decahydro-12H-3,12-epoxypyrano[4,3-j][1,2]benzodioxepin-10-carboxamide C[C@@]12OO[C@]34[C@@H](CC1)[C@@H](CC[C@H]3[C@H]([C@@H](O[C@@H]4O2)C(=O)NC2=NC=CC=C2)C)C